C1OCC12CN(C2)C2COC1(C2)CCNCC1 3-(2-oxa-6-azaspiro[3.3]hept-6-yl)-1-oxa-8-azaspiro[4.5]decane